(3-chloro-5-fluorophenyl)(3,3-difluoro-4-hydroxy-7-oxo-1-azaspiro[4.4]non-1-yl)methanone ClC=1C=C(C=C(C1)F)C(=O)N1CC(C(C12CC(CC2)=O)O)(F)F